methyl-azetidine CN1CCC1